C(CCC(=O)OC(C(O)C)=O)(=O)OC(C(O)C)=O dilactyl succinate